3-(1-(dimethylamino)-1-oxobutan-2-yl)-4-methoxy-1H-indole-1-carboxylic acid tert-butyl ester C(C)(C)(C)OC(=O)N1C=C(C2=C(C=CC=C12)OC)C(C(=O)N(C)C)CC